NC1=NC(N(C=N1)C1C(C(C(C1)COCC1=CC=CC=C1)OCC1=CC=CC=C1)OCC1=CC=CC=C1)=O 4-Amino-1-[(1'r,2's,3'r,4'r)-2',3'-bis(benzyloxy)-4'-((benzyloxy)methyl)-cyclopentyl]-1H-[1,3,5]-triazin-2-one